C1(=CC=CC=C1)NC(CC(=O)NC1=CC=CC=C1)=O N,N'-di(phenyl)malonamide